Methyltriethoxyoxysilan C[Si](OOCC)(OOCC)OOCC